C(C1=CC=CC=C1)N1CC=2C=C(C(NC2CC1)=O)C(=O)NC\C=C\S(=O)(=O)C1=CC=C(C=C1)Cl 6-benzyl-N-[(2E)-3-(4-chlorobenzenesulfonyl)prop-2-en-1-yl]-2-oxo-1,2,5,6,7,8-hexahydro-1,6-naphthyridine-3-carboxamide